3-(4-methoxyphenyl)cyclobutanol COC1=CC=C(C=C1)C1CC(C1)O